C(OCCC1=CC=C(C=C1)[N+](=O)[O-])([O-])=O 2-(4-nitrophenyl)ethyl carbonate